3-(6,8-difluoro-[1,2,4]triazolo[4,3-a]pyridin-7-yl)propan-1-ol FC=1C(=C(C=2N(C1)C=NN2)F)CCCO